BrC=1C=CC(=C(C1)C(CCO)(F)F)OC 3-(5-bromo-2-methoxyphenyl)-3,3-difluoropropan-1-ol